C1(CCC1)OC1=NC(=CC=2N1C=CN2)NC(C2=C(C=C(C=C2)NS(=O)(=O)CCO)N2CCC1(CC1)CC2)=O N-(5-cyclobutoxyimidazo[1,2-c]pyrimidin-7-yl)-4-((2-hydroxyethyl)sulfonamido)-2-(6-azaspiro[2.5]octan-6-yl)benzamide